tert-Butyl N-[2-[(3-formyl-4-pyridyl)amino]ethyl]carbamate tert-Butyl-N-[2-[[3-(hydroxymethyl)-4-pyridyl]amino]ethyl]carbamate C(C)(C)(C)OC(NCCNC1=C(C=NC=C1)CO)=O.C(=O)C=1C=NC=CC1NCCNC(OC(C)(C)C)=O